5-({5-[2-(3-aminopropoxy)-4-methoxypyridin-3-yl]-1H-pyrazol-3-yl}amino)pyrazine-2-carbonitrile hydrochloride Cl.NCCCOC1=NC=CC(=C1C1=CC(=NN1)NC=1N=CC(=NC1)C#N)OC